BrC1=CC=C(C=C1)[C@]12[C@](C=3C(=NC(=CC3O1)Cl)OC)([C@@H]([C@@H]([C@H]2C2=CC=CC=C2)C(=O)OC)O)O |r| rac-methyl (5aR,6S,7R,8R,8aS)-5a-(4-bromophenyl)-3-chloro-8,8a-dihydroxy-1-methoxy-6-phenyl-5a,7,8,8a-tetrahydro-6H-cyclopenta[4,5]furo[3,2-c]pyridine-7-carboxylate